6-(2-fluoro-6-methyl-4-(2-(methyl-d3)-2H-indazol-4-yl)benzyl)-6,7-dihydro-5H-pyrrolo[3,4-b]pyridin-5-one-7,7-d2 FC1=C(CN2C(C3=NC=CC=C3C2=O)([2H])[2H])C(=CC(=C1)C=1C2=CN(N=C2C=CC1)C([2H])([2H])[2H])C